5-bromo-7-(piperidin-4-yl)pyrrolo[2,1-f][1,2,4]triazin-4-amine hydrochloride Cl.BrC=1C=C(N2N=CN=C(C21)N)C2CCNCC2